(R)-5-(8-(But-1-yn-1-yl)dibenzo[b,d]thiophen-2-yl)-3-imino-2,2,5-trimethylthiomorpholine 1,1-dioxide C(#CCC)C=1C=CC2=C(C3=C(S2)C=CC(=C3)[C@@]3(CS(C(C(N3)=N)(C)C)(=O)=O)C)C1